CN1C(=O)N(C(=O)CC1=O)C N,N'-dimethylbarbituric acid